FC(C(=O)O)(F)F.N[C@H](C(=O)N[C@@H](C)CC(=O)NCC1=CC=CC2=CC=CC=C12)CC(=O)NC(C)(C)C (S)-2-amino-N4-(tert-butyl)-N1-((S)-4-((naphthalen-1-ylmethyl)amino)-4-oxobutan-2-yl)succinamide 2,2,2-trifluoroacetate